N-acetyl-N-(2-chloro-4-methylpyrimidin-5-yl)acetamide C(C)(=O)N(C(C)=O)C=1C(=NC(=NC1)Cl)C